ClC1=CC=C(C(=N1)C(=O)O)N[C@H](C)C1=C2N=C(C(=NC2=CC(=C1)C)C#N)N1C(CN(CC1)C1=CC=C(C=C1)F)C 6-chloro-3-(((1R)-1-(2-cyano-3-(4-(4-fluorophenyl)-2-methylpiperazin-1-yl)-7-methylquinoxalin-5-yl)ethyl)amino)picolinic acid